N1=C(N)N=C(N)N=C1N.P(=O)(OC1(C(C=CC=C1)C)C)(OC1(C(C=CC=C1)C)C)O dixylenyl phosphate melamine salt